8-bromo-2,2-dimethyl-2,3-dihydro-4H-benzo[e][1,3]oxazin-4-one BrC1=CC=CC=2C(NC(OC21)(C)C)=O